(((2R,3S,4R,5S)-5-(4-Amino-5-iodopyrrolo[2,1-f][1,2,4]triazin-7-yl)-3,4-dihydroxytetrahydrofuran-2-yl)methyl)naphthalene-2-sulfonamide NC1=NC=NN2C1=C(C=C2[C@H]2[C@@H]([C@@H]([C@H](O2)CC2=C(C=CC1=CC=CC=C21)S(=O)(=O)N)O)O)I